FC1([C@H](C1)[C@@H]1OCC[C@@H](C1)C=1N=C(C=2N(C(C(=C(N2)C)C)=O)C1)C1=C(C=C(C=C1)F)F)F |o1:2| 7-((2R,4S)-2-((R or S)-2,2-difluorocyclopropyl)tetrahydro-2H-pyran-4-yl)-9-(2,4-difluorophenyl)-2,3-dimethyl-4H-pyrazino[1,2-a]pyrimidin-4-one